bicyclo[6.6.2]hexadecane Manganese [Mn].C12CCCCCCC(CCCCCC1)CC2